C1(CC1)C1=C(C(=C(C(=N1)[2H])C(=O)O[2H])[2H])[2H] 6-cyclopropylpyridine-3-carboxylic acid-d4